((4-chlorophenyl)sulfonyl)-3-(4-fluorophenyl)-4-phenyl-N-((1S,4R)-4-sulfamoylcyclohexyl)-4,5-dihydro-1H-pyrazole-1-carboxamide ClC1=CC=C(C=C1)S(=O)(=O)C1(C(=NN(C1)C(=O)NC1CCC(CC1)S(N)(=O)=O)C1=CC=C(C=C1)F)C1=CC=CC=C1